C(C)(C)(C)CN(C(=O)OC(C=1C=NN(C1)C)C1=CC(=CC=C1)N)CCOCCOC\C=C\B1OC(C(O1)(C)C)(C)C (3-aminophenyl)(1-methyl-1H-pyrazol-4-yl)methanol tert-butyl-(E)-methyl(2-(2-((3-(4,4,5,5-tetramethyl-1,3,2-dioxaborolan-2-yl)allyl)oxy)ethoxy)ethyl)carbamate